5-(fluoromethyl)isoxazole-3-carboxylic acid ethyl ester C(C)OC(=O)C1=NOC(=C1)CF